CN(/C=C(\CC1=CC=C(C2=CC=CC=C12)OC)/C1=CC=C(C=C1)OCC)C (E)-3-(dimethylamino)-1-(4-methoxynaphthalene-1-yl)-2-(4-ethoxyphenyl)prop-2-ene